(5aS,6R,11bS)-9-chloro-14-(cyclopropylmethyl)-10-methoxy-2,3,4,5,6,7-hexahydro-6,11b-(epiminoethano)naphtho[1,2-d]Azepin-5a(1H)-ol ClC=1C=C2C[C@@H]3[C@]4([C@](CCNCC4)(C2=CC1OC)CCN3CC3CC3)O